IC=1C=C(N(C1C)CC1(CCCCC1)N1CCOCC1)C#N 4-iodo-5-methyl-1-((1-morpholinocyclohexyl)methyl)-1H-pyrrole-2-carbonitrile